C(C1=CC=CC=C1)OC1=C(C=CC=C1F)C1=CC(=CC=C1F)C[C@]1(C[C@H]([C@@H]2C[C@H]12)NS(=O)(=O)C)C=1OC=C(N1)CCl N-((1R,2R,4R,5S)-4-((2'-(benzyloxy)-3',6-difluoro-[1,1'-biphenyl]-3-yl)methyl)-4-(4-(chloromethyl)oxazol-2-yl)bicyclo[3.1.0]hexan-2-yl)methanesulfonamide